N-(4-(7-bromoimidazo[1,2-a]pyridin-3-yl)phenyl)-5-nitrofuran-2-carboxamide BrC1=CC=2N(C=C1)C(=CN2)C2=CC=C(C=C2)NC(=O)C=2OC(=CC2)[N+](=O)[O-]